3,5-diallyloxyBenzylalcohol C(C=C)OC=1C=C(CO)C=C(C1)OCC=C